azetidin-3-ylmethyl 1-[4-[[4-[[2-(6-methyl-2-pyridyl)pyrimidin-4-yl]amino]pyrimidin-2-yl]amino]phenyl]piperidine-4-carboxylate CC1=CC=CC(=N1)C1=NC=CC(=N1)NC1=NC(=NC=C1)NC1=CC=C(C=C1)N1CCC(CC1)C(=O)OCC1CNC1